8-fluoro-3-((s)-2-oxopyrrolidin-3-yl)quinazolin-4(3H)-one FC=1C=CC=C2C(N(C=NC12)[C@@H]1C(NCC1)=O)=O